CC1(N2C3=NC=CC=C3C(NS(C3=CC=CC(NC(CCC(C1)C2)C2=NC=CC=C2)=N3)(=O)=O)=O)C 12,12-dimethyl-17-(pyridin-2-yl)-2λ6-thia-3,9,11,18,23-pentaazatetracyclo[17.3.1.111,14.05,10]tetracosa-1(22),5,7,9,19(23),20-hexaene-2,2,4-trione